O=C1NC(CCC1N1C(C2=CC=C(C=C2C1=O)N1CCC(CC1)N1CCN(CC1)C(=O)OC(C)(C)C)=O)=O tert-Butyl 4-(1-(2-(2,6-dioxopiperidin-3-yl)-1,3-dioxoisoindolin-5-yl)piperidin-4-yl)piperazine-1-carboxylate